2,3-dimethyl-6-methoxyterephthalaldehyde CC1=C(C=O)C(=CC(=C1C)C=O)OC